2-hydroxypropionic acid-hemicalcium salt [Ca+2].OC(C(=O)[O-])C.OC(C(=O)[O-])C.OC(C(=O)[O-])C.OC(C(=O)[O-])C